8-bromo-1,6-dimethyl-4-[4-methyl-4-(6-methyl-1,3-benzooxazol-2-yl)piperidin-1-yl]-2-oxo-1,2-dihydroquinoline-3-carbonitrile BrC=1C=C(C=C2C(=C(C(N(C12)C)=O)C#N)N1CCC(CC1)(C=1OC2=C(N1)C=CC(=C2)C)C)C